C[C@@]12[C@H](C[C@@H](CC1)C2(C)C)NC(=O)C=2C(=CC=CC2)C2=CC=CC=C2 N-((1R,2S,4R)-1,7,7-trimethylbicyclo[2.2.1]heptan-2-yl)-[1,1'-biphenyl]-2-carboxamide